C(C)(C)(C)OC(NCCC1=CC=C(C=C1)OCCN1CCCCC1)=O 4-(2-(piperidin-1-yl)ethoxy)phenethylcarbamic acid tert-butyl ester